COCOC=1C=C(C=CC1)C1=CC=C2CCC(C(C2=C1)NC(O[C@@H]1CN2CCC1CC2)=O)(C)C (S)-quinuclidin-3-yl (7-(3-(methoxymethoxy)phenyl)-2,2-dimethyl-1,2,3,4-tetrahydronaphthalen-1-yl)carbamate